C(C)[C@]1(C(OCC=2C(N3CC=4C(=NC=5C=C(C(=C6C5C4[C@H](CC6)N6C(CC6)CO)C)F)C3=CC21)=O)=O)O (1S,9S)-9-ethyl-5-fluoro-9-hydroxy-1-(2-(hydroxymethyl)azetidin-1-yl)-4-methyl-1,2,3,9,12,15-hexahydro-10H,13H-benzo[de]pyrano[3',4':6,7]indolizino[1,2-b]quinoline-10,13-dione